4-[1-(2,2-dimethylpropionyl)-6-tetrahydropyran-4-yl-pyrrolo[3,2-f]indazol-7-yl]benzoic acid tert-butyl ester C(C)(C)(C)OC(C1=CC=C(C=C1)N1C(=CC=2C=C3C=NN(C3=CC21)C(C(C)(C)C)=O)C2CCOCC2)=O